N-[1-[5-(trifluoromethyl)-2-pyridyl]ethyl]cyclopropanamine FC(C=1C=CC(=NC1)C(C)NC1CC1)(F)F